C(C)(C)(C)OC(=O)N1C[C@H](CC1)OC1=NC(=CC=C1C(C)=O)N1C=NC2=C1C=CC(=C2)NC=2N=NC(=CC2)C (3S)-3-[[3-acetyl-6-[5-[(6-methylpyridazin-3-yl)amino]benzimidazol-1-yl]-2-pyridyl]oxy]pyrrolidine-1-carboxylic acid tert-butyl ester